CNC(O)=O.O1C=CC=C1.O1C=CC=C1 bis-furan methyl-carbamate